(3S,4R,5R,6S)-1-(6-{[2-(3-chloro-5-fluorophenyl)-1,3-thiazol-4-yl]methoxy}-5-fluorohexyl)-3,4,5,6-azepanetetrol ClC=1C=C(C=C(C1)F)C=1SC=C(N1)COCC(CCCCN1C[C@@H]([C@H]([C@@H]([C@H](C1)O)O)O)O)F